2,6-bis(2-methyl-oxyphenyl)-4-(4-phenyl-aminophenyl)pyridine COC1=C(C=CC=C1)C1=NC(=CC(=C1)C1=C(C=C(C=C1)C1=CC=CC=C1)N)C1=C(C=CC=C1)OC